C1(=C(C(=CC=C1)C)C)[N-]C1=C(C(=CC=C1)C)C bisxylylamide